(2S,4R)-4-hydroxy-N-methyl-1-((S)-3-methyl-2-(4-phenyl-1H-1,2,3-triazole-1-yl)butyryl)pyrrolidine-2-carboxamide O[C@@H]1C[C@H](N(C1)C([C@H](C(C)C)N1N=NC(=C1)C1=CC=CC=C1)=O)C(=O)NC